ClC1(C(=C1C1(CC1)C)C1(CC1)C)Cl 3,3-dichloro-1,2-di(1-methylcyclopropyl)cyclopropene